[Ca].S1(=O)(=O)NC(=O)C2=CC=CC=C12 saccharine calcium